ClC1=NC(=C(C(=N1)N1C[C@H](NC[C@@H]1C)C)[N+](=O)[O-])CC1(CCCC2=CC=CC=C12)C(=O)OC (2R,5S)-4-(2-chloro-6-((1-(methoxycarbonyl)-1,2,3,4-tetrahydronaphthalen-1-yl)methyl)-5-nitropyrimidin-4-yl)-2,5-dimethylpiperazine